decyl-(dimethyl)amine oxide C(CCCCCCCCC)[N+](C)(C)[O-]